FC(C=1C=CC=C2C=C(NC12)C=O)(F)F 7-(TRIFLUOROMETHYL)-1H-INDOLE-2-CARBALDEHYDE